C(C)(C)(C)OC(=O)N[C@@H]1[C@@H](N(CC1)C(=O)OCC1=CC=CC=C1)CO[C@@H]1CC[C@@H](CC1)C1=CC=CC=C1 benzyl (CIS)-3-((tert-butoxycarbonyl)amino)-2-((((CIS)-4-phenylcyclohexyl)oxy)methyl)pyrrolidine-1-carboxylate